4-[(4-methoxyphenyl)methyl]-1,5-dihydro-2,4-benzodiazepine COC1=CC=C(C=C1)CN1CC2=C(CN=C1)C=CC=C2